ethyl 1-(2-aminopropyl)pyrrole-2-carboxylate trifluoroacetate FC(C(=O)O)(F)F.NC(CN1C(=CC=C1)C(=O)OCC)C